ClC1=CC=C(OCC2=NN=C(S2)C2=C(C(=O)N)C(=CC(=N2)C)C2=C(C=CC(=C2)CO)OC)C=C1 (5-((4-chlorophenoxy)methyl)-1,3,4-thiadiazol-2-yl)-4-(5-(hydroxymethyl)-2-methoxyphenyl)-6-methylnicotinamide